NCCC(CN/[N+](=N/[O-])/[O-])[NH3+] (Z)-1-[2-(2-aminoethyl)-N-(2-ammonioethyl)amino]diazen-1-ium-1,2-diolate